ruthenium (R,R)-N-(p-toluenesulfonyl)-1,2-diphenylethanediamine CC1=CC=C(C=C1)S(=O)(=O)N[C@@](CC1=CC=CC=C1)(N)C1=CC=CC=C1.[Ru]